FC=1C(=C(C=CC1)C(=O)N1[C@@H]2[C@@H](C[C@H](C1)C2)OC2=NC=C(C=C2)C(F)(F)F)OC (3-fluoro-2-methoxyphenyl)((1S,4R,6R)-6-((5-(trifluoromethyl)pyridin-2-yl)oxy)-2-azabicyclo[2.2.1]hept-2-yl)methanone